7-chloro-5-(4-chloro-2-fluorophenyl)-2,3-dimethyl-1,6-naphthyridine ClC1=NC(=C2C=C(C(=NC2=C1)C)C)C1=C(C=C(C=C1)Cl)F